bis(pentafluorophenyl) ditelluride FC1=C(C(=C(C(=C1[Te][Te]C1=C(C(=C(C(=C1F)F)F)F)F)F)F)F)F